ClC=1C=NC(=NC1)F 5-chloro-2-fluoropyrimidine